(R or S)-N-[2-(3-methyl-2-oxo-1,2-dihydropyridin-1-yl)-3-{[(CIS)-4-phenylcyclohexyl]oxy}propyl]methane-sulfonamide CC=1C(N(C=CC1)[C@H](CNS(=O)(=O)C)CO[C@@H]1CC[C@@H](CC1)C1=CC=CC=C1)=O |o1:7|